N-(2-(4-(4-allylpiperazine-1-yl)piperidine-1-yl)-5-((6-((R)-3-(3,4-difluorophenyl)isoxazolidine-2-yl)pyrimidine-4-yl)amino)-4-methoxyphenyl)acrylamide C(C=C)N1CCN(CC1)C1CCN(CC1)C1=C(C=C(C(=C1)OC)NC1=NC=NC(=C1)N1OCC[C@@H]1C1=CC(=C(C=C1)F)F)NC(C=C)=O